C(C)(C)(C)OC(=O)NC1(C(C1)(C)C)C(=O)N1[C@@H]([C@H]2C([C@H]2C1)(C)C)C(=O)OC methyl (1R,2S,5S)-3-[1-(tert-butoxycarbonylamino)-2,2-dimethyl-cyclopropanecarbonyl]-6,6-dimethyl-3-azabicyclo[3.1.0]hexane-2-carboxylate